1,3-di(furan-2-yl)propane-1-one O1C(=CC=C1)C(CCC=1OC=CC1)=O